C(C(C)C)OC=1C=C(CSC2=CC(=C(OCC(=O)O)C=C2)C)C=C(C1)C#CCN1CCOCC1 (4-[3-Isobutoxy-5-(3-morpholin-4-yl-prop-1-ynyl)-benzylsulfanyl]-2-methyl-phenoxy)-acetic acid